COC=1C=C(OCC=2N=NN(C2)CCN(C)C)C=CC1OC 4-[(3,4-Dimethoxyphenoxy)methyl]-1-[2-(N,N-dimethylamino)ethyl]-1H-1,2,3-triazole